4-(1-aminoethyl)pyridin-2-ol NC(C)C1=CC(=NC=C1)O